1,2-dimethylimidazolium toluenesulfonate C(C1=CC=CC=C1)S(=O)(=O)[O-].CN1C(=[NH+]C=C1)C